FC(C(=O)N1CCCCC1)=C 1-(2-fluoroacryloyl)piperidin